COCCOC1=C2C3=C(NC2=CC=C1)C=NC(=C3COC)C(=O)OCC ethyl 5-(2-methoxy ethoxy)-4-(methoxymethyl)-9H-pyrido[3,4-b]indole-3-carboxylate